C(C)(C)(C)OC(=O)NC1CN(CC12OCCCC2)C2=CC1=C(C[C@H](CO1)NC(OCC1=CC=CC=C1)=O)C=C2 Cis-benzyl N-[(3R)-7-[4-[(tert-butoxycarbonyl)amino]-6-oxa-2-azaspiro[4.5]decan-2-yl]-3,4-dihydro-2H-1-benzopyran-3-yl]carbamate